Sulfanamid S(=O)N